CC1=C(SC2=NC=CC=C21)C dimethylthieno[2,3-b]pyridine